C(C)(C)(C)N(C(O)=O)C\C=C(\CS(=O)(=O)C1=CC=C(C=C1)C(NCC#C)=O)/F.C(C)OC(=O)C(C)CC 1-ethoxycarbonylethyl-ethane tert-butyl-(Z)-(3-fluoro-4-((4-(prop-2-yn-1-ylcarbamoyl)phenyl)sulfonyl)but-2-en-1-yl)carbamate